CC1(OB(OC1(C)C)CB1OC(C(O1)(C)C)(C)C)C 4,4,5,5-tetramethyl-2-[(4,4,5,5-tetramethyl-1,3,2-dioxaborolan-2-yl)meth-yl]-1,3,2-dioxaborolane